FC1=C(C=CC(=C1)COCCC1CCN(CC1)C1=NC=C(C=N1)COC)CC(=O)O 2-(2-fluoro-4-((2-(1-(5-(methoxymethyl)pyrimidin-2-yl)piperidin-4-yl)ethoxy)methyl)phenyl)acetic acid